FC(OC1=C(C=C(C=C1)C1(CC1)C=O)OC)F 1-[4-(difluoromethoxy)-3-methoxy-phenyl]cyclopropanecarbaldehyde